2-(4-chlorophenyl)-5,7-difluoro-1H-indole ClC1=CC=C(C=C1)C=1NC2=C(C=C(C=C2C1)F)F